3-(5-(1-((7-fluoro-4-oxo-3-(pyridin-2-yl)-3,4-dihydroquinazolin-6-yl)methyl)piperidin-4-yl)-1-oxoisoindolin-2-yl)piperidine-2,6-dione FC1=C(C=C2C(N(C=NC2=C1)C1=NC=CC=C1)=O)CN1CCC(CC1)C=1C=C2CN(C(C2=CC1)=O)C1C(NC(CC1)=O)=O